4-Methyl-3-(pyrazin-2-yl)aniline CC1=C(C=C(N)C=C1)C1=NC=CN=C1